COC(=O)C1(CCN(CC1)C(=O)OC(C)(C)C)OC 4-methoxypiperidine-1,4-dicarboxylic acid 1-tert-butyl 4-methyl ester